C(C)OCCOCCOCCOC1=CC=C(C=C1)[C@@H]1[C@H](O1)C(=O)OC(C)(C)C tert-butyl (2S,3R)-3-(4-{2-[2-(2-ethoxyethoxy)ethoxy]ethoxy}phenyl)oxirane-2-carboxylate